4-bromo-β,β,2,6-tetrafluoro-phenylpropionic acid BrC1=CC(=C(C(=C1)F)C(C(=O)O)C(F)F)F